OC(C(=O)N)C(C(C(CO)O)O)O 2,3,4,5,6-pentahydroxyhexanamide